methyl (2S,4S)-1-[1-(2-chloro-4-fluoro-phenyl)pyrazole-4-carbonyl]-4-[3-[2-[3-(1,3-dioxoisoindolin-2-yl)propyl]indazol-4-yl]phenoxy]pyrrolidine-2-carboxylate ClC1=C(C=CC(=C1)F)N1N=CC(=C1)C(=O)N1[C@@H](C[C@@H](C1)OC1=CC(=CC=C1)C=1C2=CN(N=C2C=CC1)CCCN1C(C2=CC=CC=C2C1=O)=O)C(=O)OC